CN(CCC(=O)N1CCN(CC1)C1=NC=C(C#N)C=C1)[C@@H]1CCC=2C1=NNC(C2C(F)(F)F)=O |r| rac-6-(4-(3-(Methyl(3-oxo-4-(trifluoromethyl)-3,5,6,7-tetrahydro-2H-cyclopenta[c]pyridazin-7-yl)amino)propanoyl)piperazin-1-yl)nicotinonitrile